NC=1NC(C2=C(N1)NC(=C2C2=CC=CC=C2)C2=CC=C(C=C2)S(=O)(=O)N(C)C)=O 4-(2-amino-4-oxo-5-phenyl-4,7-dihydro-3H-pyrrolo[2,3-d]pyrimidin-6-yl)-N,N-dimethylbenzenesulfonamide